C/C(/C(=O)O)=C\C1=CC(=C(C=C1)OC1=C(C=NC2=CC(=CC=C12)OCC1=CC=CC=C1)C(C1=C(C=CC=C1)CC)=O)CC methyl-(E)-3-(4-((7-(benzyloxy)-3-(2-ethylbenzoyl)quinolin-4-yl)oxy)-3-ethylphenyl)acrylic acid